6-(3-chloro-6-fluorobenzo[b]thiophene-2-carboxamido)-2,4,5-trimethylpyridin-3-yl 6-fluoronicotinate FC1=NC=C(C(=O)OC=2C(=NC(=C(C2C)C)NC(=O)C2=C(C3=C(S2)C=C(C=C3)F)Cl)C)C=C1